F[C@H]1[C@@H]2CC[C@H](C[C@H]1N(C=1N=CC(=NC1)C1=C(C=C(C=C1)C1=CN=NC(=C1)OC([2H])([2H])[2H])O)C)N2 2-(5-{[(1S,2S,3R,5R)-2-fluoro-8-azabicyclo[3.2.1]octan-3-yl](methyl)amino}pyrazin-2-yl)-5-[6-(2H3)methoxypyridazin-4-yl]phenol